6-(4-((methyl(phenyl)amino)methyl)benzyl)-2-oxobenzo[cd]indol CN(C1=CC=CC=C1)CC1=CC=C(CC=2C=3C4=C(C(NC4=CC2)=O)C=CC3)C=C1